C(CCC)C1(CS(C2=C(N(C1)C1=CC=CC=C1)C=C(C(=C2)O)CC)(=O)=O)CCCC 3,3-dibutyl-7-ethyl-8-hydroxy-5-phenyl-2,3,4,5-tetrahydro-1,5-benzothiazepine 1,1-dioxide